OC1=C(C=CC(=C1)O)C(C(CC1=CC(=C(C=C1)O)O)O)C1=C(C=C(C=2CC(C(OC21)C=2C=CC(=C(C2)OS(=O)(=O)O)O)O)O)O (5-{8-[1-(2,4-dihydroxyphenyl)-3-(3,4-dihydroxyphenyl)-2-hydroxypropyl]-3,5,7-trihydroxy-3,4-dihydro-2H-1-benzopyran-2-yl}-2-hydroxyphenyl)oxidanesulfonic acid